ClC1=CC=C2CCC(CC2=C1)C(=O)NC1=NC=CC(=C1)NCC=1N=C2N(C=C(C=C2)C2CC2)C1 7-chloro-N-(4-(((6-cyclopropylimidazo[1,2-a]pyridin-2-yl)methyl)amino)pyridin-2-yl)-1,2,3,4-tetrahydronaphthalene-2-carboxamide